C1(CCCCC1)CNCC1=C(C=CC=2N1C=NC2)C2=CC=CC=C2 1-cyclohexyl-N-((6-phenylimidazo[1,5-a]pyridin-5-yl)methyl)methylamine